BrC1=CC(=C2C(NC(=NC2=C1F)OC[C@]12CCCN2C[C@@H](C1)F)=O)O[C@@H]1[C@@H](CCC1)NC 7-bromo-8-fluoro-2-(((2R,7aS)-2-fluorotetrahydro-1H-pyrrolizin-7a(5H)-yl)methoxy)-5-(((1S,2R)-2-(methylamino)cyclopentyl)oxy)quinazolin-4(3H)-one